cyclopentadienyl-(2,7-di-tert-butylfluorenyl)dl-p-triethylsilylphenyl-methane C1(C=CC=C1)C(C1=CC=C(C=C1)[Si](CC)(CC)CC)C1=C(C=CC=2C3=CC=C(C=C3CC12)C(C)(C)C)C(C)(C)C